Cl.ClC=1C=C(C=CC1OC1=CC=CC=C1)C#CC(C)N 4-(3-chloro-4-phenoxyphenyl)but-3-yn-2-amine hydrochloride